C(C)(=O)O[C@H]1[C@@H](SC2=CC(=C(C=C2)Cl)Cl)O[C@@H]([C@@H]([C@@H]1C=1OC=C(N1)C1=CC(=C(C(=C1)F)F)F)OC(C)=O)CO 3,4-Dichlorophenyl 2,4-di-O-acetyl-3-deoxy-3-[4-(3,4,5-trifluorophenyl)-oxazol-2-yl]-1-thio-α-D-galactopyranoside